((2-(((5S,8S,10aR)-3-acetyl-8-(2-benzylazetidine-1-carbonyl)-6-oxodecahydro-pyrrolo[1,2-a][1,5]diazocin-5-yl)carbamoyl)-1H-indol-5-yl)difluorometh-yl)phosphonic acid C(C)(=O)N1CC[C@@H]2N(C([C@H](C1)NC(=O)C=1NC3=CC=C(C=C3C1)C(F)(F)P(O)(O)=O)=O)[C@@H](CC2)C(=O)N2C(CC2)CC2=CC=CC=C2